1,7-di([1,1'-biphenyl]-2-yl)-3,9-dibromoperylene C1(=C(C=CC=C1)C1=CC(=C2C=CC=C3C4=C(C=C(C5=CC=CC(C1=C23)=C45)Br)C4=C(C=CC=C4)C4=CC=CC=C4)Br)C4=CC=CC=C4